C(C)(C)(C)OC(\C=C\CCCC)=O.N1(C=NC=C1)C=1C=C(N=NC1)C(=O)NC1CCC(CC1)OC 5-(1H-imidazol-1-yl)-N-((1r,4r)-4-methoxycyclohexyl)pyridazine-3-carboxamide tert-butyl-(E)-hept-2-enoate